N[C@@H](C([2H])([2H])N[C@H](COC)C1=CC=2N(N=C1)C=C(N2)[C@H](COC(C(F)(F)F)(C)C)NC(OC(C)(C)C)=O)C(F)(F)F tert-butyl ((R)-1-(7-((S)-1-(((S)-2-amino-3,3,3-trifluoropropyl-1,1-d2)amino)-2-methoxyethyl)imidazo[1,2-b]pyridazin-2-yl)-2-((1,1,1-trifluoro-2-methylpropan-2-yl)oxy)ethyl)carbamate